Cadmium di(2-methylpropyl)-dithiophosphonate CC(CSP(OCC(C)C)=S)C.[Cd]